5-amino-3-(4-bromophenyl)-1-(3-fluorotetrahydropyran-4-yl)pyrazole-4-carboxylic acid NC1=C(C(=NN1C1C(COCC1)F)C1=CC=C(C=C1)Br)C(=O)O